4-azaspiro[2.5]octane-7-carboxylate C1CC12NCCC(C2)C(=O)[O-]